N-Boc-1,8-octylenediamine C(=O)(OC(C)(C)C)NCCCCCCCCN